spiro[cyclopropane-1,4'-isochromane]-2-carboxamide C1OCC2(C3=CC=CC=C13)C(C2)C(=O)N